CN(C/C=C/C(=O)NC=1C=C2C(=NC=NC2=CC1O[C@H]1CN(CC1)C)NC1=CC(=NC=C1)C1=C(C=CC=C1)F)C (R,E)-4-(dimethylamino)-N-(4-((2-(2-Fluorophenyl)pyridin-4-yl)amino)-7-((1-methylpyrrolidin-3-yl)oxy)quinazolin-6-yl)but-2-enamide